FC1=CC(=C(C=C1)NC1=C(C(=O)OCC)C=C(C(=C1)C(F)(F)F)OC)C ethyl 2-((4-fluoro-2-methylphenyl)-amino)-5-methoxy-4-(trifluoromethyl)-benzoate